ClC1=C(C=C(C=C1)[C@H]1CC2(CN(C2)C(=O)C2CC(C2)(C)O)CC1)C |r| (rac)-(6-(4-chloro-3-methylphenyl)-2-azaspiro[3.4]oct-2-yl)((1s,3s)-3-hydroxy-3-methylcyclobutyl)methanone